CN1CC2=C(C1)C=C(S2)C(=O)NC=2C=C(C=C(C2)C(F)(F)F)NC(=O)[N-]C2=C[N+](=NO2)CC2=NC=CC=C2 ((3-(5-Methyl-5,6-dihydro-4H-thieno[2,3-c]pyrrole-2-carboxamido)-5-(trifluoromethyl)phenyl)carbamoyl)(3-(pyridin-2-ylmethyl)-1,2,3-oxadiazol-3-ium-5-yl)amide